C(C)(C)(C)OC(=O)N1CC2(CC1)CN(CC2)CC2=C(C=C(C=C2)C(F)(F)F)F.C(C)(C)(C)C=2C=CC(=C(C2)N2N=C1C(=N2)C=CC=C1)O 2-(5'-t-butyl-2'-hydroxyphenyl)benzotriazole tert-Butyl-7-(2-fluoro-4-(trifluoromethyl)benzyl)-2,7-diazaspiro[4.4]nonane-2-carboxylate